methyl 2-(methoxy-d3)-6-(2H-1,2,3-triazol-2-yl)benzoate C(OC1=C(C(=O)OC)C(=CC=C1)N1N=CC=N1)([2H])([2H])[2H]